C1(=CC=CC2=CC=CC=C12)N1CCC(CC1)NC(C)=O N-(1-(naphthalen-1-yl)piperidin-4-yl)acetamide